CC1=C(C(=CC=C1)C)C1=NC(=NC(=C1)OC[C@@H](CC(C)(C)C)NCC1=NC=CC(=N1)C(C)C)NS(=O)(=O)C=1C=C(C(=O)O)C=CC1 3-[[4-(2,6-dimethylphenyl)-6-[(2R)-2-[(4-isopropylpyrimidin-2-yl)methylamino]-4,4-dimethyl-pentoxy]pyrimidin-2-yl]sulfamoyl]benzoic acid